(1S,4s)-4-((2'S,3S,4'S,5'R)-1-(4-(1H-tetrazol-5-yl)benzyl)-5-chloro-4'-(2-chlorophenyl)-2'-neopentyl-spiro[indoline-3,3'-pyrrolidine]-5'-carboxamido)cyclohexane-1-carboxylic acid N1N=NN=C1C1=CC=C(CN2C[C@@]3([C@@H](N[C@H]([C@@H]3C3=C(C=CC=C3)Cl)C(=O)NC3CCC(CC3)C(=O)O)CC(C)(C)C)C3=CC(=CC=C23)Cl)C=C1